(β-D-Glucopyranosyloxy)(4-hydroxyphenyl)acetonitrile [C@@H]1([C@H](O)[C@@H](O)[C@H](O)[C@H](O1)CO)OC(C#N)C1=CC=C(C=C1)O